di(3-methoxycarbonylphenyl)iodonium hexafluorophosphate F[P-](F)(F)(F)(F)F.COC(=O)C=1C=C(C=CC1)[I+]C1=CC(=CC=C1)C(=O)OC